Sodium (4-(methylsulfonyl)phenyl)methanesulfonate CS(=O)(=O)C1=CC=C(C=C1)CS(=O)(=O)[O-].[Na+]